(2-chloro-4-oxo-4,5-dihydropyrazolo[1,5-a]pyrazin-6-yl)benzonitrile ClC1=NN2C(C(NC(=C2)C2=C(C#N)C=CC=C2)=O)=C1